3-(2-(5-(4-fluorobenzylidene)-3-(4-fluorophenyl)-4-oxothiazolidin-2-ylidene)hydrazono)-5-bromoindol-2-one FC1=CC=C(C=C2C(N(C(S2)=NN=C2C(NC3=CC=C(C=C23)Br)=O)C2=CC=C(C=C2)F)=O)C=C1